1-(1H-indol-2-yl)-3-phenylpropan N1C(=CC2=CC=CC=C12)CCCC1=CC=CC=C1